BrC=1C=C(OCC2OC2)C=C(C1)Cl 2-((3-bromo-5-chlorophenoxy)methyl)oxirane